C(C)(C)(C)OC(=O)C1=CC=NC2=CC=C(C=C12)N1C(CCC1)=O 6-(2-Oxopyrrolidin-1-yl)quinoline-4-carboxylic acid tert-butyl ester